4-((trifluoromethyl)thio)aniline FC(SC1=CC=C(N)C=C1)(F)F